(trans)-1-(4-aminon-but-2-enyl)-2-(1-ethyl-3-methyl-1h-pyrazole-5-carboxamido)-7-methoxy-1h-benzimidazole-5-carboxamide NC/C=C/CN1C(=NC2=C1C(=CC(=C2)C(=O)N)OC)NC(=O)C2=CC(=NN2CC)C